Cl.NC1=C(C=C2C(=N1)C(C=1C(=CC=CC1O2)N)=O)OC2=CC=C(C=C2)N2CCNCC2 2,9-diamino-3-(4-(piperazin-1-yl)phenoxy)-10H-chromeno[3,2-b]pyridin-10-one hydrochloride